C1(CCCCC1)C[C@H](C(=O)N1CC2(CCCC2)C(CC1)(O)CN1C(C2=CC(=CC=C2C=C1)OC)=O)C 2-((7-((R)-3-Cyclohexyl-2-methylpropanoyl)-10-hydroxy-7-azaspiro[4.5]decan-10-yl)methyl)-7-methoxyisoquinolin-1(2H)-one